3-BROMOINDAZOLE-6-CARBOXALDEHYDE BrC1=NNC2=CC(=CC=C12)C=O